C1(=CC=CC=C1)N([C@@H](C)C(=O)O)C1=CC=CC=C1 diphenyl-alanine